4-cyclopropyl-3-(N-(4-fluoro-5-(1-methyl-pyrazol-5-yl)-2-(pyridin-2-yl)phenyl)sulfamoyl)benzoic acid C1(CC1)C1=C(C=C(C(=O)O)C=C1)S(NC1=C(C=C(C(=C1)C1=CC=NN1C)F)C1=NC=CC=C1)(=O)=O